2,2-diethyl-6-(3-(1-isopropyl-1H-benzo[d][1,2,3]triazol-5-yl)-1,2,4-oxadiazol-5-yl)chroman-4-one C(C)C1(OC2=CC=C(C=C2C(C1)=O)C1=NC(=NO1)C1=CC2=C(N(N=N2)C(C)C)C=C1)CC